(4R,6S)-2,6-DIMETHYLOCT-7-ENE-4-SULFONAMIDE CC(C)C[C@H](C[C@@H](C=C)C)S(=O)(=O)N